tert-butyl-4-(4-(1-(4-(1-(tert-butoxycarbonyl)-1,2,3,6-tetrahydropyridin-4-yl)-2-methylphenyl)-5-methyl-1H-1,2,3-triazol-4-yl)phenyl)-5,6-dihydropyridine C(C)(C)(C)C1=NCCC(=C1)C1=CC=C(C=C1)C=1N=NN(C1C)C1=C(C=C(C=C1)C=1CCN(CC1)C(=O)OC(C)(C)C)C